N-(4-fluoro-3-methylphenyl)-3-hydroxy-2',3'-dimethyl-4'-oxo-2',4',5',7',8',9'-hexahydrospiro[cyclobutane-1,6'-pyrrolo[3,4-c]azocine]-1'-carboxamide FC1=C(C=C(C=C1)NC(=O)C=1N(C(=C2C(NC3(CCCC21)CC(C3)O)=O)C)C)C